N1=C(C=CC=C1)N1CCOCC1 PYRIDINYL-MORPHOLINE